NC1C2=CC(=CC(=C2CC12CCNCC2)F)F 1-amino-4,6-difluoro-1,3-dihydrospiro[indene-2,4'-piperidine]